C(C)OC(=O)C=1NC=CC1N1CC=CC1 3-(2,5-Dihydropyrrol-1-yl)-1H-pyrrole-2-carboxylic acid ethyl ester